7-amino-3-(2-fluoro-6-methyl-phenyl)-1-[(3R)-3-piperidyl]-4H-pyrimido[4,5-d]pyrimidin-2-one NC1=NC=C2C(=N1)N(C(N(C2)C2=C(C=CC=C2C)F)=O)[C@H]2CNCCC2